CS(=O)(=O)O[C@@H]1CN(CC1)C(=O)OC(C)(C)C tert-butyl (S)-3-(methanesulfonyl)oxypyrrolidine-1-carboxylate